((allyloxy)carbonyl)-glycyl-glycyl-glycine C(C=C)OC(=O)NCC(=O)NCC(=O)NCC(=O)O